1,4-Di-iodopentane ICCCC(C)I